tert-butyl (12aR)-9-bromo-10-chloro-8-fluoro-3,4,12,12a-tetrahydro-6H-pyrazino[2,1-c][1,4]benzoxazepine-2(1H)-carboxylate BrC1=C(C2=C(CN3[C@@H](CO2)CN(CC3)C(=O)OC(C)(C)C)C=C1F)Cl